[C@@]12(CCC[C@H](CC1)N2C)C(=O)OC2C[C@H]1CC[C@@H](C2)N1C |&1:0,4| tropan-3-ol (±)-tropanoate